(((4,5-dimethoxy-2-nitrophenyl)methylene)bis(thio))bis(ethane-1-ol) COC1=CC(=C(C=C1OC)C(SCCO)SCCO)[N+](=O)[O-]